COC(=O)C=1C=NN2C1N=CC=C2 pyrazolo[1,5-a]Pyrimidine-3-carboxylic acid methyl ester